5-(4-(3-methoxycarbonyl-4-hydroxyphenylaminocarbonyl)-2,5-dibenzyloxybenzamido)-2-hydroxy-benzoic acid methyl ester COC(C1=C(C=CC(=C1)NC(C1=C(C=C(C(=C1)OCC1=CC=CC=C1)C(=O)NC1=CC(=C(C=C1)O)C(=O)OC)OCC1=CC=CC=C1)=O)O)=O